methyl-2,3-dihydrofuro[2,3-b]quinoline CC1CC=2C(=NC3=CC=CC=C3C2)O1